N[C@@H](C(=O)O)CCSCC D-2-Amino-4-(ethylthio)butyric acid